Cl.N1[C@@H](CCC1)C(=O)N[C@@H](C)C(=O)N[C@@H](CCCCN)C(=O)NCCCC[C@H](NC(=O)[C@H]1NC(C2=CC(=C(C=C2C1)O)O)(C)C)C(=O)O N6-(L-prolyl-L-alanyl-L-lysyl)-N2-[[(3S)-1,2,3,4-tetrahydro-6,7-dihydroxy-1,1-dimethyl-3-isoquinolinyl]carbonyl]L-lysine-hydrochloride